Diisodecyl phosphate P(=O)(OCCCCCCCC(C)C)(OCCCCCCCC(C)C)[O-]